1-(tert-butyldimethylsilyl)-2-nonyn-1-ol [Si](C)(C)(C(C)(C)C)C(C#CCCCCCC)O